dibromo-5,5'-dichloro-1,1'-biphenyl BrC=1C(=C(C=C(C1)Cl)C1=CC=CC(=C1)Cl)Br